4-(5-azaspiro[2.5]oct-5-yl)-3-fluoropiperidin C1CC12CN(CCC2)C2C(CNCC2)F